(2-((2R,3S,4S,5S,6R)-6-((4-(3-(hex-5-yn-1-yl)ureido)phenyl)thio)-3,4,5-trihydroxytetrahydro-2H-pyran-2-yl)ethyl)phosphonic acid C(CCCC#C)NC(NC1=CC=C(C=C1)S[C@@H]1[C@H]([C@H]([C@@H]([C@H](O1)CCP(O)(O)=O)O)O)O)=O